ClC=1C(=NC=CC1C1=NC=C2N1C=CN=C2N2CCC1(CC2)[C@@H](C2=CC=CC=C2C1)N)C1CC1 (S)-1'-(3-(3-chloro-2-cyclopropylpyridin-4-yl)imidazo[1,5-a]pyrazin-8-yl)-1,3-dihydrospiro[indene-2,4'-piperidine]-1-amine